CC1=CC=C(C=C1)C(C)C para-methylcumene